2,5-dithiole C1SC=CS1